OC=1C(=C(C(=NC1C)NC(=O)C=1NC2=CC(=C(C=C2C1)OC)OC)C)C N-(5-hydroxy-3,4,6-trimethylpyridin-2-yl)-5,6-dimethoxy-1H-indole-2-carboxamide